FC=1C=C(C=C(C1)F)CCNC(C(C=1C=NC=CC1)N(C(=O)[C@@H]1N(C[C@@H](C1)OC)C(=O)OCC1=CC=CC=C1)C1=CC=C(C=C1)S(F)(F)(F)(F)F)=O benzyl (2R,4R)-2-[[2-[2-(3,5-difluorophenyl)ethylamino]-2-oxo-1-(3-pyridyl) ethyl]-[4-(pentafluoro-λ6-sulfanyl)phenyl]carbamoyl]-4-methoxy-pyrrolidine-1-carboxylate